3-(1-(3-(methylsulfonyl)propyl)-1H-indol-5-yl)-1,5,6,7,8,9-hexahydro-2H-cyclohepta[4,5]thieno[2,3-d]pyrimidine-2,4(3H)-dione CS(=O)(=O)CCCN1C=CC2=CC(=CC=C12)N1C(NC2=C(C1=O)C1=C(S2)CCCCC1)=O